tert-butyl (3R)-3-[6-[2-cyano-3-(cyclohexylsulfonylamino)-6-fluoro-phenoxy]-4-oxo-quinazolin-3-yl]-1-oxa-8-azaspiro[4.5]decane-8-carboxylate C(#N)C1=C(OC=2C=C3C(N(C=NC3=CC2)[C@H]2COC3(C2)CCN(CC3)C(=O)OC(C)(C)C)=O)C(=CC=C1NS(=O)(=O)C1CCCCC1)F